5-[(3-cyanophenyl)methyl]-7-octyl-5H,6H,7H,8H,9H,10H-cyclohepta[b]indole-4-carboxylic acid C(#N)C=1C=C(C=CC1)CN1C2=C(C3=CC=CC(=C13)C(=O)O)CCCC(C2)CCCCCCCC